(R)-(1'-(3-acetyl-6-amino-5-((2-(oxazol-2-yl)pyrimidin-4-yl)sulfanyl)pyrazine-2-yl)-3H-spiro[benzofuran-2,4'-piperidin]-3-yl)carbamate C(C)(=O)C=1C(=NC(=C(N1)SC1=NC(=NC=C1)C=1OC=CN1)N)N1CCC2(CC1)OC1=C([C@H]2NC([O-])=O)C=CC=C1